BrC1=NN(C(=C1)C(=O)O)COCC[Si](C)(C)C 3-bromo-1-((2-(trimethylsilyl)ethoxy)methyl)-1H-pyrazole-5-carboxylic acid